OCN1C(N(CC1(C)C)CO)=O 1,3-bis-(hydroxymethyl)-5,5-dimethylimidazolidone